COC=1C=C2C(=CC=NC2=CC1OC)NC1=CC=C(C=C1)NS(=O)(=O)C1=CC=CC=C1 N-(4-((6,7-dimethoxyquinolin-4-yl)amino)phenyl)benzenesulfonamide